ClC=1C=C(C2=C(N1)NN=C2)C=O 6-chloro-1H-pyrazolo[3,4-b]pyridine-4-carbaldehyde